(S)-quinuclidin-3-yl (7-(2,3,4-trifluorophenyl)chroman-4-yl)carbamate FC1=C(C=CC(=C1F)F)C1=CC=C2C(CCOC2=C1)NC(O[C@@H]1CN2CCC1CC2)=O